fluorine lithium bicarbonate C([O-])(O)=O.[Li+].[F]